ethyl-(iodonium) C(C)[IH+]